2-[(6-butyl-4-phenylquinolin-2-yl)(methyl)amino]acetic acid C(CCC)C=1C=C2C(=CC(=NC2=CC1)N(CC(=O)O)C)C1=CC=CC=C1